CN1N=CC=2C(=NC(=CC21)C(=O)OC)C=2N(C=C(N2)C2=CC(=NN2C[C@H]2OCC2)C)C methyl 1-methyl-4-[1-methyl-4-(3-methyl-1-{[(2S)-oxetan-2-yl]methyl}-1H-pyrazol-5-yl)-1H-imidazol-2-yl]-1H-pyrazolo[4,3-c]pyridine-6-carboxylate